C(C)(C)NC1=C(C=NC2=C1NC=1C=C(C=CC21)C#N)C2=CC(=NO2)C2CNCCC2 4-(isopropylamino)-3-(3-(piperidin-3-yl)isoxazol-5-yl)-5H-pyrido[3,2-b]indole-7-carbonitrile